1-(2-chloroethyl)-2-(3,4-dimethoxyphenethyl)-4,5-dimethoxybenzene ClCCC1=C(C=C(C(=C1)OC)OC)CCC1=CC(=C(C=C1)OC)OC